trans-N-(4-(1-(tert-butyl)-1H-pyrazol-4-yl)pyridin-2-yl)-4-hydroxy-N-((4-(4-methoxy-3-methylphenyl)bicyclo[2.2.2]octane-1-yl)methyl)cyclohexanecarboxamide C(C)(C)(C)N1N=CC(=C1)C1=CC(=NC=C1)N(C(=O)[C@@H]1CC[C@H](CC1)O)CC12CCC(CC1)(CC2)C2=CC(=C(C=C2)OC)C